COC1=NC=CC2=C(C=CC=C12)S(=O)(=O)N1CCNCC1 4-((1-methoxyisoquinolin-5-yl)sulfonyl)piperazin